6-hydroxy-5'-methyl-4-(2-methyloctan-2-yl)-2'-(prop-1-en-2-yl)-[1,1'-biphenyl]-2-yl methyl benzylphosphonate C(C1=CC=CC=C1)P(OC1=C(C(=CC(=C1)C(C)(CCCCCC)C)O)C1=C(C=CC(=C1)C)C(=C)C)(OC)=O